ClC=1C=C2C(=CN=C(C2=CN1)SC)C(C)(C)O 2-(6-chloro-1-(methylsulfanyl)-2,7-naphthyridin-4-yl)propan-2-ol